[N+](=[N-])=C1C(C=CC2=CC=CC=C12)O 1-diazo-2-naphthol